3-(5-(2-(4-(4-((1s,3s)-adamantan-1-yl)benzyl)piperazin-1-yl)ethoxy)-2-methyl-4-oxoquinazolin-3(4H)-yl)piperidine-2,6-dione C12(CC3CC(CC(C1)C3)C2)C2=CC=C(CN3CCN(CC3)CCOC3=C1C(N(C(=NC1=CC=C3)C)C3C(NC(CC3)=O)=O)=O)C=C2